4-Ethyl-3-(N-(5-(isoxazol-4-yl)-2-(piperidin-1-yl)phenyl)sulfamoyl)benzoic acid C(C)C1=C(C=C(C(=O)O)C=C1)S(NC1=C(C=CC(=C1)C=1C=NOC1)N1CCCCC1)(=O)=O